3-(5-(2-(2-((tert-butyldiphenylsilyl)oxy)ethoxy)ethyl)-3-methyl-2-oxo-2,3-dihydro-1H-benzo[d]imidazol-1-yl)piperidine-2,6-dione [Si](C1=CC=CC=C1)(C1=CC=CC=C1)(C(C)(C)C)OCCOCCC1=CC2=C(N(C(N2C)=O)C2C(NC(CC2)=O)=O)C=C1